3-(5-(((1R,2S)-2-(bis((tetrahydro-2H-pyran-4-yl)methyl)amino)cyclohexyl)methyl)-1-oxoisoindolin-2-yl)piperidine-2,6-dione O1CCC(CC1)CN([C@@H]1[C@H](CCCC1)CC=1C=C2CN(C(C2=CC1)=O)C1C(NC(CC1)=O)=O)CC1CCOCC1